acryloyloxyethyl tolyl phosphate P(=O)(OCCOC(C=C)=O)(OC1=C(C=CC=C1)C)[O-]